N1(CCC1)C[C@H]1CCC(N(C1)C1=CC=CC(=N1)NC=1C2=C(C(=NC1)C1=C3C(=NC=C1)N(C=C3)C)CNC2=O)=O (R)-7-((6-(5-(azetidin-1-ylmethyl)-2-oxopiperidin-1-yl)pyridin-2-yl)amino)-4-(1-methyl-1H-pyrrolo[2,3-b]pyridin-4-yl)-2,3-dihydro-1H-pyrrolo[3,4-c]pyridin-1-one